7-(((2,2-Difluorocyclopropyl)methyl)amino)-5-fluoro-2-((piperidin-4-ylthio)methyl)quinazolin-4(3H)-one FC1(C(C1)CNC1=CC(=C2C(NC(=NC2=C1)CSC1CCNCC1)=O)F)F